4-((1-((2-chlorophenyl)sulfonyl)-3-(hydroxymethyl)azetidin-3-yl)methoxy)-2-fluorobenzonitrile ClC1=C(C=CC=C1)S(=O)(=O)N1CC(C1)(CO)COC1=CC(=C(C#N)C=C1)F